COC(C(=O)N(C(C)C1=NC=CC=C1F)CC=1SC2=C(N1)C=CC=C2)=O 2-((Benzo[d]thiazol-2-ylmethyl)(1-(3-fluoropyridin-2-yl)ethyl)amino)-2-oxoacetic acid methyl ester